4-(1,1,3,3-tetramethylbutyl)-1,2-benzenediol CC(CC(C)(C)C)(C)C=1C=C(C(=CC1)O)O